CC1=CC=C(C=C1)S(=O)(=O)C1NCC2=CC=CC=C12 (toluene-4-sulfonyl)-2,3-dihydro-1H-isoindole